C(C)(C)(C)OC(=O)N[C@H](CC=1C=C2C(=NC(=NN2C1)Cl)N(C(OC(C)(C)C)=O)CC1=C(C=CC=C1)F)[C@H](C)F tert-butyl (6-((2R,3S)-2-((tert-butoxycarbonyl)amino)-3-fluorobutyl)-2-chloropyrrolo[2,1-f][1,2,4]triazin-4-yl)(2-fluorobenzyl)carbamate